2-(6-(3-aminobicyclo[1.1.1]pentan-1-yl)-7H-pyrrolo[2,3-c]pyridazin-3-yl)phenol NC12CC(C1)(C2)C2=CC1=C(N=NC(=C1)C1=C(C=CC=C1)O)N2